propane-2-sulphinamide CC(C)S(=O)N